(R)-N-(2-cyclopropyl-3-(2,4-difluorophenyl)-2-methylpropyl)-6-oxo-1,6-dihydropyrimidine-2-carboxamide C1(CC1)[C@](CNC(=O)C=1NC(C=CN1)=O)(CC1=C(C=C(C=C1)F)F)C